3-methylazetidin-3-ol hydrochloride Cl.CC1(CNC1)O